C(=O)(OCC1C2=CC=CC=C2C2=CC=CC=C12)N[C@@H](CCCN)C(=O)O Nα-Fmoc-L-ornithine